2-((tert-butoxycarbonyl)amino)-7-(naphthalene-2-yloxy)-1,2,3,4-tetrahydronaphthalene-2-carboxylic acid C(C)(C)(C)OC(=O)NC1(CC2=CC(=CC=C2CC1)OC1=CC2=CC=CC=C2C=C1)C(=O)O